tert-butyl 3-ethynyl-3-(trifluoromethyl)pyrrolidine-1-carboxylate C(#C)C1(CN(CC1)C(=O)OC(C)(C)C)C(F)(F)F